5-[(5-chloro-indan-1-carbonyl)-amino]-4-cyano-3-methyl-thiophene-2-carboxylic acid amide ClC=1C=C2CCC(C2=CC1)C(=O)NC1=C(C(=C(S1)C(=O)N)C)C#N